BrC1=CN=C(C(=N1)NCC=1SC=CC1)N 6-bromo-N2-[(thiophen-2-yl)methyl]pyrazine-2,3-diamine